FC(C=1C(=CC2=CN(N=C2C1)C1CCC(CC1)CO)NC(=O)C1=NC(=CC=C1)C(C)(C)F)F N-[6-(difluoromethyl)-2-[4-(hydroxymethyl)cyclohexyl]indazol-5-yl]-6-(1-fluoro-1-methyl-ethyl)pyridine-2-carboxamide